NC1=C2C(=NC=N1)N(N=C2C(=O)NC=2OC1=C(N2)C=C(C=C1)Cl)[C@H]1CN(CCC1)C(\C=C\CN(C)C)=O (R,E)-4-amino-N-(5-chlorobenzo[d]oxazol-2-yl)-1-(1-(4-(dimethylamino)but-2-enoyl)piperidin-3-yl)-1H-pyrazolo[3,4-d]pyrimidine-3-carboxamide